8-(6-bromo-8-fluoroquinazolin-2-yl)-2-oxa-5,8-diazaspiro[3.5]nonane BrC=1C=C2C=NC(=NC2=C(C1)F)N1CCNC2(COC2)C1